(2-aminoethyl)-1H-imidazole-2-carboxylic acid NCCN1C(=NC=C1)C(=O)O